5-((((1R,4S)-bicyclo[2.2.1]heptane-2-yl)oxy)methyl)-2-(2,6-dioxopiperidin-3-yl)isoindoline-1,3-dione [C@@H]12C(C[C@@H](CC1)C2)OCC=2C=C1C(N(C(C1=CC2)=O)C2C(NC(CC2)=O)=O)=O